COC1=CC=C(C=C1)C1=NN2C(C=CC=C2)=C1 (4-methoxyphenyl)pyrazolo[1,5-a]pyridine